ClC1=C(C=CC=C1)[C@@H]1N(C(CC1)=O)C1=C(C(=O)N[C@H](C)\C=C\S(=O)(=O)C)C=CC=C1 ((R)-2-(2-Chlorophenyl)-5-oxopyrrolidin-1-yl)-N-((R,E)-4-(methylsulfonyl)but-3-en-2-yl)benzamide